N-(3-(2-chloro-10H-phenothiazin-10-yl)propyl)-N,N-dimethyldodecan-1-aminium bromide [Br-].ClC1=CC=2N(C3=CC=CC=C3SC2C=C1)CCC[N+](CCCCCCCCCCCC)(C)C